ClC=1C=CC2=C(N=C(O2)C2CC3(CC(C3)NC(=O)C3=CC(=NC=C3)S(N)(=O)=O)C2)C1 N-[6-(5-chloro-1,3-benzoxazol-2-yl)spiro[3.3]heptan-2-yl]-2-sulfamoyl-pyridine-4-carboxamide